O=C1NC(CCC1C1=NN(C2=C(C=CC=C12)N1CCC(CC1)CN1C(CN(CC1)C(=O)OC(C)(C)C)(C)C)C)=O tert-butyl 4-((1-(3-(2,6-dioxopiperidin-3-yl)-1-methyl-1H-indazol-7-yl) piperidin-4-yl) methyl)-3,3-dimethylpiperazine-1-carboxylate